C(C)(=O)O[C@H]1/C=C/[C@@H]([C@H](C(C(C[C@H](CC[C@]1(C)O)O)=O)=O)/C(=C/C=C/[C@H](COC(=O)N1C[C@@H](CC1)O)C)/C)C (3R)-3-hydroxypyrrolidine-1-carboxylic acid [(2R,3e,5e)-6-[(2s,3s,4e,6s,7s,10s)-6-acetoxy-7,10-dihydroxy-3,7-dimethyl-12-oxo-1-oxocyclododec-4-en-2-yl]-2-methylhept-3,5-dienyl] ester